C(C)(=O)N[C@@H](CCCNC(N)=N)C(=O)O N-acetyl-Arginine